C(C1=C(C(=O)[O-])C(C(=O)[O-])=C(C(=O)[O-])C(C(=O)[O-])=C1C(=O)[O-])(=O)[O-] Mellitat